FC=1C=C(C=NC1)C=1N=C(C=2N=C3SCC(N3C2N1)(C)C)NCCC1=CC=C(C=C1)O 4-[2-[[2-(5-fluoropyridin-3-yl)-8,8-dimethyl-7H-purino[8,9-b][1,3]thiazol-4-yl]amino]ethyl]phenol